ClC1=C(C=C(C=C1)F)C1N(C(C2=CC(=CC(=C12)NC(C1=CC(=CC(=C1)F)C(F)(F)F)=O)SC1CCC1)=O)CC1=CC=C(C=C1)OC N-[3-(2-chloro-5-fluorophenyl)-6-(cyclobutylsulfanyl)-2-[(4-methoxyphenyl)methyl]-1-oxo-2,3-dihydro-1H-isoindol-4-yl]-5-fluoro-3-(trifluoromethyl)benzamide